8-amino-N-{3-[2-(4-aminopiperidin-1-yl)-2-oxoethyl]phenyl}-4,4-dimethyl-4,5-dihydro-1H-pyrazolo[4,3-H]quinazoline-3-carboxamide hydrochloride Cl.NC1=NC=2C3=C(C(CC2C=N1)(C)C)C(=NN3)C(=O)NC3=CC(=CC=C3)CC(=O)N3CCC(CC3)N